(S) or (R)-2-(2-hydroxypropan-2-yl)-N'-((3-methyl-2-phenyl-6,7-dihydro-5H-cyclopenta[b]pyridin-4-yl)carbamoyl)thiazole-5-sulfonimidamide OC(C)(C)C=1SC(=CN1)[S@](=O)(N)=NC(NC1=C2C(=NC(=C1C)C1=CC=CC=C1)CCC2)=O |o1:9|